7-oxooctanoic acid O=C(CCCCCC(=O)O)C